2-[4-(4-amino-1-methyl-1H-pyrazolo[3,4-d]pyrimidin-3-yl)-2-fluoro-phenyl]-N-[5-tert-butyl-2-(4-isopropyl-phenyl)-2H-pyrazol-3-yl]-acetamide NC1=C2C(=NC=N1)N(N=C2C2=CC(=C(C=C2)CC(=O)NC=2N(N=C(C2)C(C)(C)C)C2=CC=C(C=C2)C(C)C)F)C